BrC1=C(C(=C(C(=O)OCC)C=C1OC(F)(F)F)NC(=O)NC(C(Cl)(Cl)Cl)=O)F ethyl 4-bromo-3-fluoro-2-(3-(2,2,2-trichloroacetyl)ureido)-5-(trifluoromethoxy)benzoate